(3H-Benzo[e]indol-2-yl)-(4-benzyloxy-3-methoxy-phenyl)-methanone C1=C(NC=2C=CC3=C(C12)C=CC=C3)C(=O)C3=CC(=C(C=C3)OCC3=CC=CC=C3)OC